Tetradecylacrylate C(CCCCCCCCCCCCC)OC(C=C)=O